CN(C1=NC(=C(N=C1)C1=CC=CC=C1)C1=CC=CC=C1)C1=CC=CC=C1 N-methyl-N,5,6-triphenylpyrazin-2-amine